N[C@H]1CS(C2=C(N(C1=O)CC1=CC=C(C=C1)C1=NOC(=N1)C(F)(F)F)C=C(C(=C2)F)C=2C=NC=C(C2)C(C)(C)C)(=O)=O (3R)-3-amino-7-(5-tert-butyl-3-pyridyl)-8-fluoro-1,1-diketo-5-[4-[5-(trifluoromethyl)-1,2,4-oxadiazol-3-yl]benzyl]-2,3-dihydro-1λ6,5-benzothiazepin-4-one